(5aS,8aR)-4,5a-dimethyldecahydrocyclopenta[e][1,4]diazepin CN1CCN[C@H]2[C@](C1)(CCC2)C